didodecyl mercaptoethyl-2,2-bis(3,5-di-tert-butyl-4-hydroxybenzyl)-malonate SCCC(C1=CC(=C(C(=C1)C(C)(C)C)O)C(C)(C)C)C(C(=O)OCCCCCCCCCCCC)(C(=O)OCCCCCCCCCCCC)CC1=CC(=C(C(=C1)C(C)(C)C)O)C(C)(C)C